3,3-difluoro-3-(pyridin-2-ylsulfonyl)propyl 4-methylbenzenesulfonate CC1=CC=C(C=C1)S(=O)(=O)OCCC(S(=O)(=O)C1=NC=CC=C1)(F)F